2-((4-phenoxybutyryl)glycyl)-2-azaspiro[4.4]Nonane-3-carboxamide O(C1=CC=CC=C1)CCCC(=O)NCC(=O)N1CC2(CC1C(=O)N)CCCC2